3,7,11,15-tetramethyl-1,3-hexadecadiene CC(C=C)=CCCC(CCCC(CCCC(C)C)C)C